chroman-3-carboxylic acid O1CC(CC2=CC=CC=C12)C(=O)O